(4-chloro-3-(ethylcarbamoyl)-2-fluorophenyl)carbamic acid tert-butyl ester C(C)(C)(C)OC(NC1=C(C(=C(C=C1)Cl)C(NCC)=O)F)=O